N-(4-((methylamino)methyl)-4'-morpholino-[1,1'-biphenyl]-2-yl)benzenesulfonamide CNCC1=CC(=C(C=C1)C1=CC=C(C=C1)N1CCOCC1)NS(=O)(=O)C1=CC=CC=C1